(S)-2-methyl-5-(8-phenyl-6-azaspiro[3.4]octane-6-carbonyl)-2,4-dihydro-3H-1,2,4-triazol-3-one CN1N=C(NC1=O)C(=O)N1CC2(CCC2)[C@@H](C1)C1=CC=CC=C1